N-((1s,3s)-3-(6-((4-(4-(3-(1-(3-(2,4-dioxotetrahydropyrimidin-1(2H)-yl)-4-methoxybenzoyl)piperidin-4-yl)propyl)piperazin-1-yl)phenyl)amino)-9H-purin-9-yl)cyclobutyl)-2-phenylacetamide O=C1N(CCC(N1)=O)C=1C=C(C(=O)N2CCC(CC2)CCCN2CCN(CC2)C2=CC=C(C=C2)NC2=C3N=CN(C3=NC=N2)C2CC(C2)NC(CC2=CC=CC=C2)=O)C=CC1OC